C(C)OC1=NC=CC=C1C1=NC(=C(C=C1)N1[C@@H](CN(CC1)C(C1=C(C=C(C=C1)F)C(F)(F)F)=O)CC)CN 1-{2'-ethoxy-5-[(2R)-2-ethyl-4-[4-fluoro-2-(trifluoromethyl)benzoyl]piperazin-1-yl]-[2,3'-bipyridin]-6-yl}methylamine